5-bromo-4-fluoro-2-iodophenylcarbamate BrC=1C(=CC(=C(C1)NC([O-])=O)I)F